NC1=NN2C(C=C(C=C2)C=2C=C(C=NC2)C(=O)NCC2=C(C=CC=C2)SC2=C(C=CC=C2)CO)=N1 5-{2-Amino-[1,2,4]triazolo[1,5-a]pyridin-7-yl}-N-[(2-{[2-(hydroxymethyl)phenyl]sulfanyl}phenyl)methyl]pyridine-3-carboxamide